C1(CCC1)N1C(C(=CC=C1)C(=O)NC1=CC=2N(C=C1OC)N=C(C2)CCC(C)(C)O)=O.[Bi+2] bismuth (ii) 1-cyclobutyl-N-[2-(3-hydroxy-3-methyl-butyl)-6-methoxy-pyrazolo[1,5-a]pyridin-5-yl]-2-oxo-pyridine-3-carboxamide